OC=1C=C(C=C(C1)C(F)(F)F)C(C)=O 1-(3-hydroxy-5-(trifluoromethyl)phenyl)ethan-1-one